Dodecyl-dimethyl-allyl-ammonium chloride [Cl-].C(CCCCCCCCCCC)[N+](CC=C)(C)C